1-(4-amino-2-oxabicyclo[2.2.2]octan-1-yl)ethanol trifluoroacetate salt FC(C(=O)O)(F)F.NC12COC(CC1)(CC2)C(C)O